hexahydro-2H-pyrazino[1,2-a]pyrazin-1(6H)-one dihydrochloride Cl.Cl.C1(C2N(CCN1)CCNC2)=O